The molecule is an organophosphate oxoanion that is the dianion of alpha-D-glucosyl ditrans,polycis-undecaprenyl diphosphate arising from deprotonation of both free diphosphate OH groups; major species at pH 7.3. It is a conjugate base of an alpha-D-glucosyl ditrans,polycis-undecaprenyl diphosphate. CC(=CCC/C(=C/CC/C(=C/CC/C(=C\\CC/C(=C\\CC/C(=C\\CC/C(=C\\CC/C(=C\\CC/C(=C\\CC/C(=C\\CC/C(=C\\COP(=O)([O-])OP(=O)([O-])O[C@@H]1[C@@H]([C@H]([C@@H]([C@H](O1)CO)O)O)O)/C)/C)/C)/C)/C)/C)/C)/C)/C)/C)C